(2R,3R)-2-(3,4-dihydroxyphenyl)-8-[(2R,3S,4S)-2-(3,4-dihydroxyphenyl)-3,5,7-trihydroxy-3,4-dihydro-2H-chromen-4-yl]-3,4-dihydro-2H-chromene-3,5,7-triol OC=1C=C(C=CC1O)[C@H]1OC=2C(=C(C=C(C2C[C@H]1O)O)O)[C@H]1[C@@H]([C@H](OC2=CC(=CC(=C12)O)O)C1=CC(=C(C=C1)O)O)O